FC1=CC(=C(C=2C3=C(NC12)CCN(C31CC1)C(=O)C1=NNC(=C1)C)F)OC (6,9-Difluoro-8-methoxy-spiro[4,5-dihydro-3H-pyrido[4,3-b]indol-1,1'-cyclopropan]-2-yl)-(5-methyl-1H-pyrazol-3-yl)methanon